2-(5-(Furan-2-yl)-1H-pyrazol-3-yl)pyridine O1C(=CC=C1)C1=CC(=NN1)C1=NC=CC=C1